NC(C(=O)O)C(C(=O)OC(C)(C)C)(C)C 2-amino-4-(tert-butoxy)-3,3-dimethyl-4-oxobutanoic acid